CC1=NN2C(N(C[C@@H](C2)CNC(C=C)=O)C2=CC=C(C=C2)C(F)(F)F)=C1 (S)-N-((2-methyl-4-(4-(trifluoromethyl)phenyl)-4,5,6,7-tetrahydropyrazolo[1,5-a]pyrimidin-6-yl)methyl)acrylamide